C1(=CC=CC=C1)C(C1=CC=CC=C1)=NC(C(=O)OCC)C=1C(=NN(C1)C)F ethyl 2-((diphenylmethylene)amino)-2-(3-fluoro-1-methyl-1H-pyrazol-4-yl)acetate